COC(=O)C1=CC=2C3=C(NC2C=C1)N=CS3 Thiazolo[4,5-b]Indole-7-carboxylic acid methyl ester